(2S,4r)-1-[(2S)-2-(4-cyclopropyl-triazol-1-yl)-3,3-dimethyl-butyryl]-4-hydroxy-N-[1-[(2-phenyl-oxazol-4-yl)methyl]-4-piperidinyl]pyrrolidine-2-carboxamide C1(CC1)C=1N=NN(C1)[C@H](C(=O)N1[C@@H](C[C@H](C1)O)C(=O)NC1CCN(CC1)CC=1N=C(OC1)C1=CC=CC=C1)C(C)(C)C